[C@H]12CN(C[C@H](CC1)N2)C2=NC(=NC1=C(C(=C(C=C21)F)C2=CC(=CC1=CC=C(C(=C21)C#C)F)O)F)OCC2(CN(CCC2(F)F)C)C (Ra)-4-(4-((1r,5s)-3,8-diazabicyclo[3.2.1]oct-3-yl)-2-((4,4-difluoro-1,3-dimethylpiperidin-3-yl)methoxy)-6,8-difluoroquinazolin-7-yl)-5-ethynyl-6-fluoronaphthalen-2-ol